BrC=1C=C(C=C2C(=C(C(=NC12)C1CCOCC1)C)O)F 8-bromo-6-fluoro-3-methyl-2-tetrahydropyran-4-yl-quinolin-4-ol